2-bromo-1-tosyl-1H-imidazole BrC=1N(C=CN1)S(=O)(=O)C1=CC=C(C)C=C1